COC=1C=CC2=C(N(C(O2)=O)COCC[Si](C)(C)C)C1 5-methoxy-3-((2-(trimethylsilyl)ethoxy)methyl)benzo[d]oxazol-2(3H)-one